NC[C@]1([C@@H]([C@@H](N[C@H]1CC(C)(C)C)C(=O)[O-])C1=C(C(=CC=C1)Cl)Cl)C1=C(C=C(C=C1)Cl)F (2R,3R,4S,5S)-4-(aminomethyl)-4-(4-chloro-2-fluorophenyl)-3-(2,3-dichlorophenyl)-5-Neopentylpyrrolidine-2-carboxylate